O=C1[C@@H]2[C@]3(CCC(C[C@@H]3CC[C@H]2[C@@H]2C=CC([C@@]2(C)C1)=O)=O)C 11-keto-5alpha-androstenedione